CC1=C(C(=O)NC2(CC2)C2=C3C=CC=NC3=CC(=C2)\C=C\C2=CC(=CC=C2)C)C=C(C=C1)OC[C@H]1N(CC1)C (S,E)-2-Methyl-5-((1-methylazetidin-2-yl)methoxy)-N-(1-(7-(3-methylstyryl)quinolin-5-yl)cyclopropyl)benzamide